4-(3-chloro-4-(9-(3-chloro-5-fluorobenzyl)-6-(1-methylcyclopropoxy)-9H-purin-8-yl)phenoxy)-2-methylbutanoic acid ClC=1C=C(OCCC(C(=O)O)C)C=CC1C=1N(C2=NC=NC(=C2N1)OC1(CC1)C)CC1=CC(=CC(=C1)F)Cl